2-{[3-({2-[(4-chloro-2-cyanophenoxy)methyl]pyridin-4-yl}oxy)azetidin-1-yl]methyl}-1-{[(2S)-oxetan-2-yl]methyl}-1H-1,3-benzodiazole-6-carboxylic acid ClC1=CC(=C(OCC2=NC=CC(=C2)OC2CN(C2)CC2=NC3=C(N2C[C@H]2OCC2)C=C(C=C3)C(=O)O)C=C1)C#N